C(C)(C)(C)OC(NCCN(CC)CC1=C(C(=CC=C1)C#N)F)=O N-[2-[(3-cyano-2-fluoro-phenyl)methyl-ethyl-amino]ethyl]carbamic acid tert-butyl ester